CCCC(CCCC)=O 4-Octanon